C(C)OC(=O)N1C2COCC1CC(C2)N2C[C@H]1C([C@H]1C2)C(N(C)C2CC2)=O 7-{(1r,5s,6r)-6-[cyclopropyl-(methyl)carbamoyl]-3-azabicyclo[3.1.0]hexane-3-yl}-3-oxa-9-azabicyclo[3.3.1]nonane-9-carboxylic acid ethyl ester